6-[2-(1-ethylpiperidin-4-yl)-4-fluoro-1,3-benzothiazol-6-yl]-2-methylimidazo[1,2-b]pyridazine C(C)N1CCC(CC1)C=1SC2=C(N1)C(=CC(=C2)C=2C=CC=1N(N2)C=C(N1)C)F